C(C)[SiH]1N(CCC1)CCC[SiH2]CC(OCC)OCC 2-ethyl-1-(3-diethoxyethylsilylpropyl)-1-aza-2-silacycloPentan